COC1=CC2=C(C3=CC=CC=C3N=C2C=C1OC)NC1CCN(CC1)CCC#N 3-{4-[(2,3-dimethoxyacridin-9-yl)amino]piperidin-1-yl}propanenitrile